N(=C=O)CCC1(CC(CC(C1)(C)C)N=C=O)C 3-isocyanatoethyl-3,5,5-trimethylcyclohexyl isocyanate